3-((methyl(m-tolyl)amino)methyl)benzenesulfonic acid CN(C=1C=C(C=CC1)C)CC=1C=C(C=CC1)S(=O)(=O)O